BrC=1C=CC(=C(NC[C@@H](CCCCC2=C(C=NN2C)C2=NC(=CC(=C2)C(=O)OC)C)C)C1)[N+](=O)[O-] methyl 2-[5-[(5R)-6-(5-bromo-2-nitro-anilino)-5-methyl-hexyl]-1-methyl-pyrazol-4-yl]-6-methyl-pyridine-4-carboxylate